C1(CCC(CC1)C(=O)O)C(=O)O 1,4-CYCLOHEXANEDICARBOXYLIC ACID